trisodium anthracene-1,3,6-trisulfonate C1(=CC(=CC2=CC3=CC(=CC=C3C=C12)S(=O)(=O)[O-])S(=O)(=O)[O-])S(=O)(=O)[O-].[Na+].[Na+].[Na+]